perfluoropropylbutyl ether FC(C(C(C(F)(F)F)(F)F)(F)F)(C(C(C(F)(F)F)(F)F)(F)F)OC(C(C(C(F)(F)F)(F)F)(F)F)(F)C(C(C(F)(F)F)(F)F)(F)F